tert-butyl 4-[4-fluoro-1-[1-[(4-methoxyphenyl)methyl]-2,6-dioxo-3-piperidyl]-3-methyl-2-oxo-benzimidazol-5-yl]piperidine-1-carboxylate FC1=C(C=CC=2N(C(N(C21)C)=O)C2C(N(C(CC2)=O)CC2=CC=C(C=C2)OC)=O)C2CCN(CC2)C(=O)OC(C)(C)C